ClC=1C=C(C(=O)N2CC(C=CC2)C)C=CN1 1-(2-chloroisonicotinoyl)-3-methyl-1,2,3,6-tetrahydropyridin